FC1=CC=C(C=C1)[C@H](C)NC(CCC1=NC=2C(=NC=CC2)N1CC1=CC=C(C=C1)OC)=O N-[(S)-1-(4-Fluoro-phenyl)-ethyl]-3-[3-(4-methoxy-benzyl)-3H-imidazo[4,5-b]pyridin-2-yl]-propionamide